dichloro(pentamethylcyclopentadienyl)rhodium (III) dichloride Cl[Rh-2](C1(C(=C(C(=C1C)C)C)C)C)(Cl)(Cl)Cl